(2S)-2-(t-butoxycarbonylamino)-4-methylpentanoic acid C(C)(C)(C)OC(=O)N[C@H](C(=O)O)CC(C)C